(E)-N-hydroxy-3-(2-(4-(pyrazolo[1,5-a]pyridine-2-carbonyl)piperazin-1-yl)phenyl)acrylamide ONC(\C=C\C1=C(C=CC=C1)N1CCN(CC1)C(=O)C1=NN2C(C=CC=C2)=C1)=O